C(C1=CC=CC=C1)OC(N[C@H](C(=O)N[C@H](C(=O)N[C@@H](C[C@H]1C(NC2(CC2)C1)=O)C#N)CC1CC1)CC1=CC=CC2=CC=CC=C12)=O benzyl((S)-1-(((S)-1-(((S)-1-cyano-2-((R)-5-oxo-4-azaspiro[2.4]heptan-6-yl)ethyl)amino)-3-cyclopropyl-1-oxopropan-2-yl)amino)-3-(naphthalen-1-yl)-1-oxopropan-2-yl)carbamate